FC=1C=C(C=CC1F)N1C(CCCC12CCN(CC2)C2=NC(=NC(=C2)O[C@@H]2COC[C@H]2F)CO)=O (3,4-difluorophenyl)-9-(6-(((3r,4r)-4-fluorotetrahydrofuran-3-yl)oxy)-2-(hydroxymethyl)pyrimidin-4-yl)-1,9-diazaspiro[5.5]undecan-2-one